(3E)-1,6-dibromohex-3-ene BrCC\C=C\CCBr